tert-butyl trans-3-(4-(pyrimidin-4-yl)-1H-1,2,3-triazol-1-yl)-4-(4-(trifluoromethyl)benzyloxy)pyrrolidine-1-carboxylate N1=CN=C(C=C1)C=1N=NN(C1)[C@@H]1CN(C[C@H]1OCC1=CC=C(C=C1)C(F)(F)F)C(=O)OC(C)(C)C